Methyl 2-cyano-4-(2-fluorophenyl)-4-oxobutanoate C(#N)C(C(=O)OC)CC(=O)C1=C(C=CC=C1)F